mono-iodo acetate C(C)(=O)OI